NCCOCCOC1=C(C=CC(=C1)F)C=1N=NC(=C2C1SC=C2F)C=2C=C1CCN(CC1=CC2)C(=O)OC(C)(C)C tert-butyl 6-[7-[2-[2-(2-aminoethoxy)ethoxy]-4-fluoro-phenyl]-3-fluoro-thieno[2,3-d]pyridazin-4-yl]-3,4-dihydro-1H-isoquinoline-2-carboxylate